ClC1=CC(=C(C(=C1)C(NC)=O)NC(=O)C=1N(N=C(C1)C(F)(F)F)C(=C(C)C)C)C N-[4-chloro-2-methyl-6-(methylcarbamoyl)phenyl]-2-(1,2-dimethylprop-1-enyl)-5-(trifluoromethyl)pyrazole-3-carboxamide